3-(6-(aminomethyl)-2-methylquinolin-3-yl)piperidine-2,6-dione trifluoroacetate FC(C(=O)O)(F)F.NCC=1C=C2C=C(C(=NC2=CC1)C)C1C(NC(CC1)=O)=O